ClC1=CN(C=2N=C(N=CC21)NC=2C=NN(C2Cl)C)CC 5-chloro-N-(5-chloro-1-methyl-1H-pyrazol-4-yl)-7-ethyl-7H-pyrrolo[2,3-d]pyrimidin-2-amine